O=C1C[C@@H](N(C1)C(=O)OCC1=CC=CC=C1)CCOC1OCCCC1 benzyl (2S)-4-oxo-2-(2-((tetrahydro-2H-pyran-2-yl)oxy)ethyl)pyrrolidine-1-carboxylate